6-bromo-N-[5-(2,2-difluoroethyl)-4-methoxy-pyrimidin-2-yl]-1H-pyrrolo[2,3-b]pyridine-3-sulfonamide BrC1=CC=C2C(=N1)NC=C2S(=O)(=O)NC2=NC=C(C(=N2)OC)CC(F)F